ClC=1C=C(C=C(C1)F)C1=NC=CC=C1C1=NN2C(C=CC=C2)=N1 2-(3-Chloro-5-fluorophenyl)pyridin-3-yl-[1,2,4]triazolo[1,5-a]pyridin